methyl 5-chloro-3-ethyl-2-hydroxybenzoate ClC=1C=C(C(=C(C(=O)OC)C1)O)CC